ClC1=C(C(=CC=C1Cl)OC)[C@H]1C[C@H](N(C1)C(=O)OC(C)(C)C)C(C=C)O tert-butyl (2S,4R)-4-(2,3-dichloro-6-methoxyphenyl)-2-(1-hydroxyprop-2-en-1-yl)pyrrolidine-1-carboxylate